FC(C(=O)O)(F)F.N1C(=CC=2C=NC=CC21)CNC(CN2C(C(=NC=C2C2=CC=CC=C2)NCCCOCC)=O)=O N-((1H-PYRROLO[3,2-C]PYRIDIN-2-YL)METHYL)-2-(3-((3-ETHOXYPROPYL)AMINO)-2-OXO-6-PHENYLPYRAZIN-1(2H)-YL)ACETAMIDE TRIFLUOROACETATE